NCCC1CCN(CC1)C(=O)C1=C(C=C(C=C1)NC=1C=2N(C=CN1)C(=CN2)C2=C(C(=C(C=C2)OC)F)F)Cl (4-(2-amino-ethyl)piperidin-1-yl)(2-chloro-4-((3-(2,3-difluoro-4-methoxyphenyl)imidazo[1,2-a]pyrazin-8-yl)amino)phenyl)methanone